Cl.Cl.ClC=1C(=NC2=CC=C(C=C2C1)N1CCC(CC1)CN)N1CCNCC1 [1-(3-chloro-2-piperazin-1-yl-6-quinolinyl)-4-piperidinyl]methylamine dihydrochloride